methyl (7-(4-chlorophenyl)-6-hydroxy-7H-pyrazolo[4,3-c][1,2,4]triazolo[1,5-a]pyridine-5-carbonyl)glycinate ClC1=CC=C(C=C1)N1N=CC=2C=3N(C(=C(C21)O)C(=O)NCC(=O)OC)N=CN3